C1(CCCCC1)NC1=NC(=NC=C1C)NC1=CC2=C(B(OC2)O)C=C1 5-((4-(cyclohexylamino)-5-methylpyrimidin-2-yl)amino)benzo[c][1,2]oxaborol-1(3H)-ol